methyl-2-propenoat COC(C=C)=O